[Al].[Au].[Ti] titanium-gold aluminium